N-[2-amino-5-(4-fluorophenyl)phenyl]-4-[[5-(hydroxymethyl)-3-pyridyl]sulfonimidoyl]benzamide NC1=C(C=C(C=C1)C1=CC=C(C=C1)F)NC(C1=CC=C(C=C1)S(=O)(=N)C=1C=NC=C(C1)CO)=O